COC=1C=C(C=CC1OC)C=1C(=NN2C1N=C(C=C2NCC2=CC=C(C=C2)O)C)C 4-[[[3-(3,4-dimethoxyphenyl)-2,5-dimethyl-pyrazolo[1,5-a]pyrimidin-7-yl]amino]methyl]phenol